Cl.C1(CC1)N1C2C3=CC=CC=C3C1C=C2 11-Cyclopropyl-11-azatricyclo[6.2.1.02,7]undeca-2,4,6,9-tetraene hydrochloride